CC1=C(C=CC(=C1)C)C1=CC(=NN1)NC1=CC=C(C=C1)F 5-(2,4-dimethylphenyl)-N-(4-fluorophenyl)-1H-pyrazol-3-amine